(S)-(4-(2-(2,5-dimethyl-1,2,3,4-tetrahydroisoquinolin-7-yl)-5H-pyrrolo[2,3-b]pyrazin-7-yl)phenyl)(3-(methylamino)pyrrolidin-1-yl)methanone CN1CC2=CC(=CC(=C2CC1)C)C=1N=C2C(=NC1)NC=C2C2=CC=C(C=C2)C(=O)N2C[C@H](CC2)NC